4-(2-((1-((dimethylamino)methyl)cyclopropyl)methoxy)-4-(3-(hydroxymethyl)-5-methylpiperidin-1-yl)-5,8-dihydropyrido[3,4-d]pyrimidin-7(6H)-yl)-5-ethyl-6-fluoronaphthalen-2-ol CN(C)CC1(CC1)COC=1N=C(C2=C(N1)CN(CC2)C2=CC(=CC1=CC=C(C(=C21)CC)F)O)N2CC(CC(C2)C)CO